2,7-diazaspiro[3.4]octane C1NCC12CCNC2